C(\C=C/C#CCCCCC)(=O)O 2Z-decene-4-ynoic acid